C1(CC1)[C@]1(C(N(C[C@H]1C)C=1C=2N(C=C(N1)C1=NC=C(C=C1)OC)N=CC2)=O)C#N (3R,4S)-3-cyclopropyl-1-[6-(5-methoxypyridin-2-yl)pyrazolo[1,5-a]pyrazin-4-yl]-4-methyl-2-oxopyrrolidine-3-carbonitrile